C(C)(C)(C)OC(=O)N1[C@@H]([C@@H]([C@H](C1)O[Si](C)(C)C(C)(C)C)OC(=O)OC1=CC=C(C=C1)[N+](=O)[O-])CC1=CC(=C(C=C1)C1=CN=CO1)F.C(C)(CC)[SiH](CC)CC sec-butyl-diethyl-silane tert-butyl-(2R,3S,4S)-4-[(tert-butyldimethylsilyl)oxy]-2-{[3-fluoro-4-(1,3-oxazol-5-yl)phenyl]methyl}-3-[(4-nitrophenoxycarbonyl)oxy]pyrrolidine-1-carboxylate